6'-Bromospiro[cyclopropane-1,3'-indoline]-2'-one BrC1=CC=C2C3(C(NC2=C1)=O)CC3